(S)-(4-(4,6-difluorobenzo[d]oxazol-2-yl)-6,7-dihydro-1H-imidazo[4,5-c]pyridin-5(4H)-yl)(5-(pyridin-2-yl)-1,3,4-oxadiazol-2-yl)methanone FC1=CC(=CC2=C1N=C(O2)[C@H]2N(CCC1=C2N=CN1)C(=O)C=1OC(=NN1)C1=NC=CC=C1)F